2-(1-(4-amino-3-(3,5-dimethyl-1H-pyrazol-4-yl)-1H-pyrazolo[3,4-d]pyrimidin-1-yl)ethyl)-3-(3-fluorophenyl)-4H-chromen-4-one NC1=C2C(=NC=N1)N(N=C2C=2C(=NNC2C)C)C(C)C=2OC1=CC=CC=C1C(C2C2=CC(=CC=C2)F)=O